(S)-N1-Ethyl-N6-(1-(2-(2-adamantylamino)-2-oxoethyl)-2-oxo-1,2-dihydropyridin-3-yl)-5-(3-methyl-1H-indol-2-carboxamido)-2-oxohexandiamid C(C)NC(C(CC[C@@H](C(=O)NC=1C(N(C=CC1)CC(=O)NC1C2CC3CC(CC1C3)C2)=O)NC(=O)C=2NC3=CC=CC=C3C2C)=O)=O